S(=O)(=O)(O)C1=CC=C(C)C=C1.FC=1C=C2C=3C(=NNC(C3C1)=O)[C@@H]([C@H](N2)C2=CC=C(C=C2)F)C2=NC=NN2C (8S,9R)-5-fluoro-8-(4-fluorophenyl)-9-(1-methyl-1H-1,2,4-triazol-5-yl)-8,9-dihydro-2H-pyrido[4,3,2-de]phthalazin-3(7H)-one tosylate salt